(tert-Butoxycarbonylamino)-3-(dimethylcarbamoyl)azetidine-1-carboxylic acid tert-butyl ester C(C)(C)(C)OC(=O)N1C(C(C1)C(N(C)C)=O)NC(=O)OC(C)(C)C